N=1C=C(N2C1C=CC=C2)C2=NC(=NC=C2)NC2=CC=C(C=N2)C=2CCN(CC2)C(=O)OC(C)(C)C tert-butyl 6-((4-(imidazo[1,2-a]pyridin-3-yl)pyrimidin-2-yl)amino)-3',6'-dihydro-[3,4'-bipyridine]-1'(2'H)-carboxylate